sodium L-tartrate potassium salt [K+].C(=O)([O-])[C@H](O)[C@@H](O)C(=O)[O-].[Na+]